C(C=CCCC)(=O)[O-].[Li+] lithium hexenoate